ClCC(C(F)F)(F)F 3-chloro-1,1,2,2-tetrafluoropropane